2-(3,4-Dimethoxyphenyl)-5-hydroxy-3-isopropyl-1H-indole-1-carboxylic acid tert-butyl ester C(C)(C)(C)OC(=O)N1C(=C(C2=CC(=CC=C12)O)C(C)C)C1=CC(=C(C=C1)OC)OC